N1(CCCCCC1)S(=O)(=O)C=1C=C(C=CC1CC)NC(CN1N=CC(=C(C1=O)Cl)Cl)=O N-(3-(azepan-1-ylsulfonyl)-4-ethylphenyl)-2-(4,5-dichloro-6-oxopyridazin-1(6H)-yl)acetamide